(7R,14S)-1-(difluoromethoxy)-6-methyl-5-oxo-5,6,7,14-tetrahydro-7,14-methanobenzo[c]pyrimido[1',2':1,5]pyrazolo[4,3-f]azocin-12-yl trifluoromethanesulfonate FC(S(=O)(=O)OC1=NC=2N(N=C3C2[C@H]2C4=C(C(N([C@@H]3C2)C)=O)C=CC=C4OC(F)F)C=C1)(F)F